N-[[1-[(5-bromo-2-chloro-pyrimidin-4-yl)amino]cyclohexyl]methyl]carbamic acid tert-butyl ester C(C)(C)(C)OC(NCC1(CCCCC1)NC1=NC(=NC=C1Br)Cl)=O